C(#N)C(CNC(=O)C=1C=NC(=CC1)NC1=NN2C(C=C(C=C2)C2=CC(=NC=C2OC2C[C@@H]3COC[C@H](C2)N3)C)=C1)(C)C N-(2-cyano-2-methyl-propyl)-6-[[5-[2-methyl-5-[[(1S,5R,7s)-3-oxa-9-azabicyclo[3.3.1]nonan-7-yl]oxy]-4-pyridyl]pyrazolo[1,5-a]pyridin-2-yl]amino]pyridine-3-carboxamide